C(#N)C1=C(N=C2N(C1=O)C=C(C=C2[C@@H](C)NC2=C(C(=O)O)C=CC=C2)C)N2CCN(CC2)C (R)-2-((1-(3-cyano-7-methyl-2-(4-methylpiperazin-1-yl)-4-oxo-4H-pyrido[1,2-a]pyrimidin-9-yl)ethyl)amino)benzoic acid